3-(4-nitro-2-pyrrolidin-1-ylphenyl)imidazo[1,5-a]pyrazine [N+](=O)([O-])C1=CC(=C(C=C1)C1=NC=C2N1C=CN=C2)N2CCCC2